C(#N)C=1C(=C(C=C(C1)F)[C@@H](C)NC(OC(C)(C)C)=O)C tert-butyl (R)-(1-(3-cyano-5-fluoro-2-methylphenyl)ethyl)carbamate